Cl.C1(CC1)C1=NC2=C(N1)C=CC(=C2)NN 2-cyclopropyl-5-hydrazinyl-1H-benzo[d]imidazole hydrochloride